(6-bromo-3-methyl-1-oxoisoindol-4-yl)acetaldehyde BrC1=CC(=C2C(=NC(C2=C1)=O)C)CC=O